C1C(CCC2CCCCC12)CC(=O)[O-] decahydro-β-naphthylacetate